ClC=1C=C(CN2C(C3=C(C2=O)C=C(S3)C3=NC(=NC=C3)NC3=CC=NN3C)(C)C)C=CC1 5-(3-chlorobenzyl)-6,6-dimethyl-2-(2-((1-methyl-1H-pyrazol-5-yl)amino)pyrimidin-4-yl)-5,6-dihydro-4H-thieno[2,3-c]pyrrol-4-one